3-(2,6-diaminophenyl)-6-fluoro-1-methyl-2-(5-(2-methylthiazol-4-yl)thiophen-2-yl)-2,3-dihydroquinazolin-4(1H)-one NC1=C(C(=CC=C1)N)N1C(N(C2=CC=C(C=C2C1=O)F)C)C=1SC(=CC1)C=1N=C(SC1)C